N-((1R,2R)-2-hydroxy-2,3-dihydro-1H-inden-1-yl)-2-(5-methylpyridin-3-yl)benzo[d]thiazole-6-carboxamide O[C@H]1[C@@H](C2=CC=CC=C2C1)NC(=O)C1=CC2=C(N=C(S2)C=2C=NC=C(C2)C)C=C1